OC(C)(C)C=1C=C(C(=NC1)OC=1C=CC=2N(C1)C(=C(N2)C(=O)NC2(CCS(CC2)(=O)=O)C)C)OCC(F)(F)F 6-[[5-(1-hydroxy-1-methyl-ethyl)-3-(2,2,2-trifluoroethoxy)-2-pyridyl]oxy]-3-methyl-N-(4-methyl-1,1-dioxo-thian-4-yl)imidazo[1,2-a]pyridine-2-carboxamide